C(#N)C1=CC(=CC=2C=C(OC21)C=2SC(=C(N2)C)C(=O)O)OC(C)C 2-(7-cyano-5-isopropoxy-benzofuran-2-yl)-4-methylthiazole-5-carboxylic acid